FC1=C(C=C(C(=C1)F)C)B1OC(C(O1)(C)C)(C)C 2-(2,4-difluoro-5-methylphenyl)-4,4,5,5-tetramethyl-1,3,2-dioxaborolan